(2-hydroxy-prop-2-yl)-5-methylthiophene-2-sulfonamide OC(C)(C)C1=C(SC(=C1)C)S(=O)(=O)N